CN1C[C@H]2[C@@H](CC1)CCN2C=2N=NC(=C(N2)C)C2=C(C=C(C#N)C=C2)O 4-[3-[(3aS,7aR)-6-methyl-3,3a,4,5,7,7a-hexahydro-2H-pyrrolo[2,3-c]pyridin-1-yl]-5-methyl-1,2,4-triazin-6-yl]-3-hydroxy-benzonitrile